C(N)(=O)C=1C(=NN(C1)C1=C(C=C(C=C1C)C1CC1)C(F)F)NC(OC(C)(C)C)=O tert-butyl (4-carbamoyl-1-(4-cyclopropyl-2-(difluoromethyl)-6-methylphenyl)-1H-pyrazol-3-yl)carbamate